C(C)(C)(C)OC(CCC(CCC(=O)OC(C)(C)C)CCC(=O)OC(C)(C)C)=O 4-(3-(tert-butoxy)-3-oxopropyl)pimelic acid di-tert-butyl ester